NC1=NC=NN2C1=C(C=C2C2CCN(CC2)C(C(C)C)=O)C2=CC=C(C=C2)NC(=O)C=2C(N(N=C(C2)C2CC2)C2=CC=CC=C2)=O N-{4-[4-Amino-7-{1-isobutyrylpiperidin-4-yl}pyrrolo[2,1-f][1,2,4]triazin-5-yl]phenyl}-6-cyclopropyl-3-oxo-2-phenyl-2,3-dihydropyridazine-4-carboxamide